(S)-2-((2-((R)-2,6-dioxopiperidin-3-yl)-1,3-dioxoisoindolin-4-yl)oxy)propanoate O=C1NC(CC[C@H]1N1C(C2=CC=CC(=C2C1=O)O[C@H](C(=O)[O-])C)=O)=O